C(CCC)C1=CC2=C(N(N=N2)C2C3=C(OC2(C)C)C2=CC=CC=C2C(C3=O)=O)C=C1 3-(5-Butyl-1H-benzo[d][1,2,3]triazol-1-yl)-2,3-dihydro-2,2-dimethylnaphtho[1,2-b]furan-4,5-dione